6-(5-(1-(2-(dimethylamino)-2-oxoethyl)piperidin-4-yl)-3-isopropyl-1H-indol-2-yl)-N-methylimidazo[1,2-a]pyridine-2-carboxamide CN(C(CN1CCC(CC1)C=1C=C2C(=C(NC2=CC1)C=1C=CC=2N(C1)C=C(N2)C(=O)NC)C(C)C)=O)C